ethyl 2,2-dimethyl-4-oxo-3,8,11-trioxa-5-azatridecane-13-carboxylate CC(C)(OC(NCCOCCOCCC(=O)OCC)=O)C